5-(aziridin-1-yl)-3-(hydroxymethyl)-2-[(E)-3-hydroxyprop-1-enyl]-1-methylindole-4,7-dione N1(CC1)C=1C(C=2C(=C(N(C2C(C1)=O)C)\C=C\CO)CO)=O